3-((tert-butyldimethylsilyloxy)propyl)-3-(2,6-dichloro-3,5-dimethoxyphenyl)-7-((2-methyl-6-nitrophenyl)amino)-1,6-naphthyridine-2(1H)-aldehyde [Si](C)(C)(C(C)(C)C)OCCCC1(C(NC2=CC(=NC=C2C1)NC1=C(C=CC=C1[N+](=O)[O-])C)C=O)C1=C(C(=CC(=C1Cl)OC)OC)Cl